cyclopropene-carbamate C1(=CC1)NC(=O)[O-]